7-(4-bromo-3-cyano-benzoyl)-2-[4-(cyclopropoxy)phenyl]-N-[(2-oxazol-2-ylphenyl)methyl]-3-oxo-6,8-dihydro-5H-imidazo[1,5-a]pyrazine-1-carboxamide BrC1=C(C=C(C(=O)N2CC=3N(CC2)C(N(C3C(=O)NCC3=C(C=CC=C3)C=3OC=CN3)C3=CC=C(C=C3)OC3CC3)=O)C=C1)C#N